N-(1-Methyl-2-oxo-3,4-dihydroquinolin-6-yl)-3-(2-pyrimidin-2-ylethynyl)benzamide CN1C(CCC2=CC(=CC=C12)NC(C1=CC(=CC=C1)C#CC1=NC=CC=N1)=O)=O